2-[4-([2-chloro-6H,7H,8H-pyrimido[5,4-b][1,4]oxazin-8-yl]methyl)phenyl]-1-methyl-4-(trifluoromethyl)-1H-imidazole ClC=1N=CC=2OCCN(C2N1)CC1=CC=C(C=C1)C=1N(C=C(N1)C(F)(F)F)C